6-chloro-3-[(E)-3-[4-(1-ethylindazol-5-yl)phenyl]prop-2-enoyl]-4-phenyl-1H-quinolin-2-one ClC=1C=C2C(=C(C(NC2=CC1)=O)C(\C=C\C1=CC=C(C=C1)C=1C=C2C=NN(C2=CC1)CC)=O)C1=CC=CC=C1